cyclopentadienyl-trimethyl-platinum(IV) C1(C=CC=C1)[Pt](C)(C)C